(3R)-3-(2-isopropoxyphenyl)-1-[(6-isopropylpyridin-3-yl)methyl]piperazine C(C)(C)OC1=C(C=CC=C1)[C@@H]1CN(CCN1)CC=1C=NC(=CC1)C(C)C